3-methoxypropylmercapto-propyl-silane COCCCS[SiH2]CCC